8-(6-methoxypyridin-3-yl)-1-(4-(piperazin-1-yl)-3-(trifluoromethyl)phenyl)-5-(2-(pyrrole-1-yl)ethyl)imidazo[1,2-a]quinoxalin-4(5H)-one COC1=CC=C(C=N1)C1=CC=C2N(C(C=3N(C2=C1)C(=CN3)C3=CC(=C(C=C3)N3CCNCC3)C(F)(F)F)=O)CCN3C=CC=C3